C(C)C12CC3CC(CC(C1)C3)C2 3-Ethyladamantan